CC(C(=O)NC1=NC(=CC=C1)C(=O)C1CCN(CC1)C)(C)C 2,2-dimethyl-N-[6-(1-methylpiperidin-4-carbonyl)-2-pyridyl]propanamide